ClC1=C(C=C2C=C(N=CC2=C1)NC(=O)[C@@H]1[C@@H](C1C=1C=NN(C1)C)CC)[C@@H](COC)C (1R,2R)-N-(7-chloro-6-((S)-1-methoxypropan-2-yl)isoquinolin-3-yl)-2-ethyl-3-(1-methyl-1H-pyrazol-4-yl)cyclopropane-1-carboxamide